BrC1=CC=C(C=C1)C=1C(=NC2=CC(=CC=C2C1Cl)OC)C 3-(4-Bromophenyl)-4-chloro-7-methoxy-2-methylquinoline